(S)-N-(2-bromo-6-(cyclopropylcarbamoyl)-4-fluorophenyl)tetrahydrofuran-2-carboxamide BrC1=C(C(=CC(=C1)F)C(NC1CC1)=O)NC(=O)[C@H]1OCCC1